N-(4-(4-(3,5-dichlorophenyl)piperazine-1-carbonyl)cyclohexyl)-2-(N-methylmethylsulfonamido)benzamide ClC=1C=C(C=C(C1)Cl)N1CCN(CC1)C(=O)C1CCC(CC1)NC(C1=C(C=CC=C1)N(S(=O)(=O)C)C)=O